1-vinyl-3-butylimidazolium chloride [Cl-].C(=C)N1C=[N+](C=C1)CCCC